(Z)-ethyl (3-(2-bromopyridin-4-yl)thiazol-2(3H)-ylidene)carbamate BrC1=NC=CC(=C1)N1/C(/SC=C1)=N/C(OCC)=O